benzyl N-[4-[6-[4-(4-fluoro-3-methoxy-phenyl)-1,2,4-triazol-3-yl]-8-methyl-imidazo[1,2-a]pyridin-3-yl]phenyl]carbamate FC1=C(C=C(C=C1)N1C(=NN=C1)C=1C=C(C=2N(C1)C(=CN2)C2=CC=C(C=C2)NC(OCC2=CC=CC=C2)=O)C)OC